N[C@@H](CS(=O)(O)=O)C(=O)[O-] (R)-cysteate